bis-(2-ethyl) maleate C(\C=C/C(=O)OCC)(=O)OCC